O=C1NC(CCC1N1C(C2=CC=C(C=C2C1=O)N1CCC(CC1)NCC1=CC=C(C=C1)NC1=NC=C(C(=N1)NC1=C(C(=O)NC)C=CC=C1)C(F)(F)F)=O)=O 2-((2-((4-(((1-(2-(2,6-dioxopiperidin-3-yl)-1,3-dioxoisoindolin-5-yl)piperidin-4-yl)amino)methyl)phenyl)amino)-5-(trifluoromethyl)pyrimidin-4-yl)amino)-N-methylbenzamide